(R)-(1-ETHYL-3-OXO-PROPYL)-CARBAMIC ACID TERT-BUTYL ESTER C(C)(C)(C)OC(N[C@@H](CC=O)CC)=O